imidazo[1,2-a]Pyridine-7-amine N=1C=CN2C1C=C(C=C2)N